ClC=1C=C(C=CC1NC(N(C)C)=O)C 3-(3-chloro-p-tolyl)-1,1-dimethylurea